C[N+](CC1=CC=CC=C1)(CCCCCCCCCCCCCCCCCC)C N,N-dimethyl-N-octadecyl-benzenemethanaminium